(R)-3-((1-cyclopropylpyrrolidin-2-yl)methyl)-5-fluoro-1H-indole C1(CC1)N1[C@H](CCC1)CC1=CNC2=CC=C(C=C12)F